5-[[2-(6-oxo-7-oxa-2,5-diazaspiro[3.4]octane-2-carbonyl)-2-azaspiro[3.4]octan-6-yl]methyl]-2-(trifluoromethyl)pyridine-4-carbonitrile O=C1NC2(CN(C2)C(=O)N2CC3(C2)CC(CC3)CC=3C(=CC(=NC3)C(F)(F)F)C#N)CO1